C(#N)[C@@H](C)NC1=CC(=NC=C1N1N=NC(=C1)C1CCC(CC1)(CCO)O)N1N=CC=2C1=NC=C(C2)C#N 1-(4-(((R)-1-cyanoethyl)amino)-5-(4-((1s,4S)-4-hydroxy-4-(2-hydroxyethyl)cyclohexyl)-1H-1,2,3-triazol-1-yl)pyridin-2-yl)-1H-pyrazolo[3,4-b]pyridine-5-carbonitrile